(5-fluoro-4-methoxypyridin-2-yl)methanol FC=1C(=CC(=NC1)CO)OC